1-[3-(2-Methoxy-1-methylethyl)sulfanyl-2,3-dihydrobenzofuran-2-yl]ethanone COCC(C)SC1C(OC2=C1C=CC=C2)C(C)=O